FC1(CC1)C(=O)NC=1N=C2N(C=C(C=C2)B2OC(C(O2)(C)C)(C)C)C1 1-fluoro-N-[6-(4,4,5,5-tetramethyl-1,3,2-dioxaborolan-2-yl)imidazo[1,2-a]pyridin-2-yl]cyclopropane-1-carboxamide